FC1=CC=C(C(=O)NCC=2N=C3N(C=C(C=C3)C3=NOC(=N3)C(F)(F)F)C2)C=C1 4-fluoro-N-((6-(5-(trifluoromethyl)-1,2,4-oxadiazol-3-yl)imidazo[1,2-a]pyridin-2-yl)methyl)benzamide